Sodium 3-pyridylsulfinate N1=CC(=CC=C1)S(=O)[O-].[Na+]